C(CCC)N1C(C(NC(=C1C)CC)=O)=O 4-butyl-6-ethyl-5-methyl-1H-pyrazine-2,3-dione